tert-butyl rac-(3aR,7aR)-1-(6-chloro-5-methyl-pyridazin-3-yl)-3,3a,4,5,7,7a-hexahydro-2H-pyrrolo[2,3-c]pyridine-6-carboxylate ClC1=C(C=C(N=N1)N1CC[C@H]2[C@@H]1CN(CC2)C(=O)OC(C)(C)C)C |r|